FC1(CCN(CC1)C(C[C@@H](C(=O)O)N(C)C(=O)OCC1C2=CC=CC=C2C=2C=CC=CC12)=O)F (2S)-4-(4,4-difluoropiperidin-1-yl)-2-[9H-fluoren-9-ylmethoxycarbonyl(methyl)amino]-4-oxobutanoic acid